FC1=C(C=CC=C1)[C@@H](C(=O)OC)N1C/C(/[C@H](CC1)SCC(=O)C1=CC(=CC=C1)OC)=C\C(=O)O (E)-2-((S)-1-((S)-1-(2-fluorophenyl)-2-methoxy-2-oxoethyl)-4-((2-(3-methoxyphenyl)-2-oxoethyl)thio)piperidin-3-ylidene)acetic acid